FC(C1=CC=C(C=C1)[B-](C1=CC=C(C=C1)C(F)(F)F)(C1=CC=C(C=C1)C(F)(F)F)C1=CC=C(C=C1)C(F)(F)F)(F)F.C1(=CC=CC=C1)[C+](C1=CC=CC=C1)C1=CC=CC=C1 triphenylcarbenium tetrakis(p-trifluoromethylphenyl)borate